FC=1C=C(C=C(C1)F)NC(C)C=1C=CC=C2C(C=C(OC12)N1CCOCC1)=O 8-(1-((3,5-difluorophenyl)amino)ethyl)-2-morpholino-4H-chromen-4-one